(R)-N'-((1,2,3,5,6,7-hexahydrodicyclopenta[b,e]pyridin-8-yl)carbamoyl)-1-isopropyl-1H-pyrazole-3-sulfonimidamide C1CCC2=NC3=C(C(=C21)NC(=O)N=[S@](=O)(N)C2=NN(C=C2)C(C)C)CCC3